C(C)OC(=O)C=1N=C(OC1)C(F)(F)F (trifluoromethyl)-1,3-oxazole-4-carboxylic acid ethyl ester